2-[1-(2-hydroxy-3,5-di-tert-butylphenyl) ethyl]-4,6-di-tert-butylphenyl (methacrylate) C(C(=C)C)(=O)OC1=C(C=C(C=C1C(C)(C)C)C(C)(C)C)C(C)C1=C(C(=CC(=C1)C(C)(C)C)C(C)(C)C)O